FC1=C(CC2=CC3=C(N=C(N=C3)NC3CCOCC3)N(C2=O)C)C=CC=C1 6-(2-fluorobenzyl)-8-methyl-2-(tetrahydro-2H-pyran-4-ylamino)pyrido[2,3-d]pyrimidin-7(8H)-one